C1(CC1)CN1C(=CC2=CC=C(C=C12)C1=CC(=NC=C1)OC)C1=NC2=C(N1C)C(=CC(=C2)C(=O)N2[C@@H]1CC[C@H](C2)[C@H]1N)OC (1R,4R,7R)-2-{2-[1-(cyclopropylmethyl)-6-(2-methoxypyridin-4-yl)-1H-indol-2-yl]-7-methoxy-1-methyl-1H-1,3-benzodiazole-5-carbonyl}-2-azabicyclo[2.2.1]heptan-7-amine